C1(CC1)N1C=NC2=C1C=C(C(=C2)C#C)F 1-cyclopropyl-5-ethynyl-6-fluoro-1,3-benzodiazole